CC1OC(CC(C1C(=O)OCC1=CC2=C(CCNCC2)C=C1)=O)C1=CC(=CC2=CC=CC(=C12)Br)OCOC (2,3,4,5-tetrahydro-1H-benzo[d]azepin-7-yl)methanol Methyl-6-(8-bromo-3-(methoxymethoxy)naphthalen-1-yl)-4-oxotetrahydro-2H-pyran-3-carboxylate